3-[3-ethyl-4-(1H-pyrazol-4-yloxy)phenyl]-1-[5-(trifluoromethyl)-3-pyridinyl]-2,4-imidazolidinedione C(C)C=1C=C(C=CC1OC=1C=NNC1)N1C(N(CC1=O)C=1C=NC=C(C1)C(F)(F)F)=O